sodium phosphite potassium [K+].P([O-])([O-])O.[Na+]